dimethyl 9-(((1-methylpiperidin-4-yl)methyl)amino)heptadecanedioate CN1CCC(CC1)CNC(CCCCCCCC(=O)OC)CCCCCCCC(=O)OC